C(C)(C)(C)OC(=O)NCC=1OC2=C(C1)C=C(C=C2C(=O)OCC(F)(F)F)C 2,2,2-Trifluoroethyl 2-(((tert-butoxycarbonyl)amino)methyl)-5-methylbenzofuran-7-carboxylate